2-mercaptoquinoline-3-formaldehyde SC1=NC2=CC=CC=C2C=C1C=O